C(C)OC(=O)C=1N=C(SC1CC)N.C(C)N(CCC[Si](OC)(OC)OC)CC 3-(diethyl-amino)propyl-trimethoxysilane ethyl-2-amino-5-ethylthiazole-4-carboxylate